N1C=NC=2C=NC=CC21 imidazolo[4,5-c]pyridine